C(C)(=O)O[C@H]1[C@@H](O[C@H]([C@@H]1N1N=NC2=C1N=C(N=C2Cl)SCCC)CO[Si](C2=CC=CC=C2)(C2=CC=CC=C2)C(C)(C)C)C(OC)OC (2R,3R,4S,5R)-5-(((tert-butyldiphenylsilyl)oxy)methyl)-4-(7-chloro-5-(propylthio)-3H-[1,2,3]triazolo[4,5-d]pyrimidin-3-yl)-2-(dimethoxymethyl)tetrahydrofuran-3-yl acetate